CN1C(=NN=C1)C[C@@H](C)C=1C=C(C=CC1)NC(=O)C=1N=CC2=CC=C(C=C2C1)N1CCN(CC1)C(=O)OC(C)(C)C tert-butyl 4-[3-({3-[(2R)-1-(4-methyl-1,2,4-triazol-3-yl)propan-2-yl]phenyl}carbamoyl)isoquinolin-6-yl]piperazine-1-carboxylate